The molecule is a tetrapeptide composed of L-alanine, L-tryptophan, L-asparagine, and L-aspartic acid joined in sequence by peptide linkages. It has a role as a metabolite. It derives from a L-alanine, a L-tryptophan, a L-asparagine and a L-aspartic acid. C[C@@H](C(=O)N[C@@H](CC1=CNC2=CC=CC=C21)C(=O)N[C@@H](CC(=O)N)C(=O)N[C@@H](CC(=O)O)C(=O)O)N